3-ethyl-2,4-pentanediol ditrimethylphenylglyoxylate CC1=C(C(=C(C=C1)C(C(=O)OC(C)C(C(C)OC(C(=O)C1=C(C(=C(C=C1)C)C)C)=O)CC)=O)C)C